FC=1C=C(COC=2C=C(C=CC2)[C@@H]2N(OCC2)C2=CC(=NC=N2)NC=2C(=CC(=C(C2)NC(C=C)=O)N2CCN(CC2)C)OC)C=CC1 (R)-N-(5-((6-(3-(3-((3-fluorobenzyl)oxy)phenyl)isoxazolidin-2-yl)pyrimidin-4-yl)amino)-4-methoxy-2-(4-methylpiperazin-1-yl)phenyl)acrylamide